[C@H]1([C@H](O)[C@@H](O)[C@@H](O)[C@H](O1)CO)OC[C@@H]([C@@H]([C@@H](CCCCC)O)O)NC(CCCCCCCCCCCCCCCCCC)=O (2S,3S,4R)-1-O-(α-D-galactosyl)-2-(N-nonadecanoylamino)-1,3,4-nonanetriol